propyl-2-methyl-5-furoic acid propyl ester C(CC)OC(=O)C1=CC(=C(O1)C)CCC